C(C)OC(CC(=O)C(F)F)=O difluoroacetoacetic acid ethyl ester